FC(C(C(F)(F)F)(C)[O-])(F)F hexafluoro-tert-butanolate